F[C@H]1CN(CC[C@@H]1N1CC(C1)C1=CC=CC=2N(C(N(C21)C)=O)C2C(N(C(CC2)=O)CC2=CC=C(C=C2)OC)=O)C(=O)OC(C)(C)C Tert-butyl (3S,4S)-3-fluoro-4-[3-[1-[1-[(4-methoxyphenyl)methyl]-2,6-dioxo-3-piperidyl]-3-methyl-2-oxo-benzimidazol-4-yl]azetidin-1-yl]piperidine-1-carboxylate